1-(4-(3-chlorobenzyl)-3,4-dihydroquinoxaline-1(2H)-yl)-2-(piperidin-1-yl)propan-1-one ClC=1C=C(CN2CCN(C3=CC=CC=C23)C(C(C)N2CCCCC2)=O)C=CC1